ClC1=CN2C=C(C=C2C=C1)C(=O)N(C)[C@@H]1C=2C3=C(C(NC2CNC1)=O)C=C(C(=C3)F)F |r| Racemic-6-chloro-N-(8,9-difluoro-6-oxo-1,2,3,4,5,6-hexahydrobenzo[c][1,7]naphthyridin-1-yl)-N-methylindolizine-2-carboxamide